NC1=NC=CC(=C1Cl)SC=1N=CC(=NC1)N1CCC2(CC1)[C@@H](C1=CC=C(C=C1C2)F)N[S@](=O)C(C)(C)C (R)-N-((S)-1'-(5-((2-amino-3-chloropyridin-4-yl)thio)pyrazin-2-yl)-5-fluoro-1,3-Dihydrospiro[indene-2,4'-piperidin]-1-yl)-2-methylpropane-2-sulfinamide